[Si](C1=CC=CC=C1)(C1=CC=CC=C1)(C(C)(C)C)OCCCCCCCCCC(CC)CCCCCCCCC 12-((tert-butyldiphenylsilyl)oxy)-3-nonyldodecane